(4-((7-benzyloxy-6-methoxyquinazolin-4-yl)oxy)-3-fluorophenyl)-1-(2-fluorophenyl)-2-oxo-1,2,4,5,6,7-hexahydropyrazolo[1,5-a]pyridine-3-carboxamide C(C1=CC=CC=C1)OC1=C(C=C2C(=NC=NC2=C1)OC1=C(C=C(C=C1)C1C=2N(CCC1)N(C(C2C(=O)N)=O)C2=C(C=CC=C2)F)F)OC